titanium tetrakis(diethylphosphinate) C(C)P([O-])(=O)CC.C(C)P([O-])(=O)CC.C(C)P([O-])(=O)CC.C(C)P([O-])(=O)CC.[Ti+4]